C(C)(C)C1(C(=O)O)C(C(=NC(=C1C)CC1=CC(=CC=C1)OC1=CC=CC=C1)CCC)O.C(C)(C)OC(C1=C(C(=NC(=C1C)CC1=CC(=CC=C1)OC1=CC=CC=C1)CCC)O)=O 3-hydroxy-5-methyl-6-(3-phenoxybenzyl)-2-propylisonicotinic acid Isopropyl ester (Isopropyl 3-hydroxy-5-methyl-6-(3-phenoxybenzyl)-2-propylisonicotinate)